5,8,11,14,17,23-hexaazapentacosane-25-sulfonic acid CCCCNCCNCCNCCNCCNCCCCCNCCS(=O)(=O)O